C(C)(C)(C)C1=CC=C(C=C1)C(C(=O)NCC1=C2CN(C(C2=CC(=C1F)F)=O)C1C(NC(CC1)=O)=O)=O 2-(4-(tert-butyl)phenyl)-N-((2-(2,6-dioxopiperidin-3-yl)-5,6-difluoro-1-oxoisoindolin-4-yl)methyl)-2-oxoacetamide